Cl.CNCCCC(=O)O 4-(methylamino)butanoic acid HCl salt